9-(2-cyano-4-((1-(3-fluoropropyl)azetidin-3-ylidene)methyl)phenyl)-8-(4-fluoro-2-methylphenyl)-6,7-dihydro-5H-benzo[7]annulene-3-carboxylic acid C(#N)C1=C(C=CC(=C1)C=C1CN(C1)CCCF)C1=C(CCCC2=C1C=CC(=C2)C(=O)O)C2=C(C=C(C=C2)F)C